C(C)(C)(C)OC(NC1=C2C(N(C(N(C2=CC=C1)CC)=O)CC1=C(C=CC=C1)C(F)(F)F)=O)=O (1-ethyl-2,4-dioxo-3-(2-(trifluoromethyl)benzyl)-1,2,3,4-tetrahydroquinazolin-5-yl)carbamic acid tert-butyl ester